N-(3-(2-(cyclopropylamino)-7-methylpyrido[2,3-d]pyrimidin-6-yl)-4-methylphenyl)-2-(trifluoromethyl)isonicotinamide C1(CC1)NC=1N=CC2=C(N1)N=C(C(=C2)C=2C=C(C=CC2C)NC(C2=CC(=NC=C2)C(F)(F)F)=O)C